3-(4-piperazin-1-ylphenoxy)piperidine-2,6-dione hydrochloride Cl.N1(CCNCC1)C1=CC=C(OC2C(NC(CC2)=O)=O)C=C1